(E)-3-(4-Trifluoromethylphenyl)allyl-tert-butyl carbonate C(OC(CC\C=C\C1=CC=C(C=C1)C(F)(F)F)(C)C)([O-])=O